2-(1-(tert-Butoxycarbonyl)-1,2,3,6-tetrahydropyridin-4-yl)pyrimidine-5-carboxylic acid ethyl ester C(C)OC(=O)C=1C=NC(=NC1)C=1CCN(CC1)C(=O)OC(C)(C)C